5-(3-((4-(4-amino-3-(4-phenoxyphenyl)-1H-pyrazolo[3,4-d]pyrimidin-1-yl)-3-fluorocyclohexyl)methyl)-3,6-diazabicyclo[3.1.1]heptan-6-yl)-2-(2,6-dioxopiperidin-3-yl)isoindoline-1,3-dione NC1=C2C(=NC=N1)N(N=C2C2=CC=C(C=C2)OC2=CC=CC=C2)C2C(CC(CC2)CN2CC1N(C(C2)C1)C=1C=C2C(N(C(C2=CC1)=O)C1C(NC(CC1)=O)=O)=O)F